2-[4-amino-7-(1H-pyrazol-5-yl)-2H-pyrazolo[4,3-c]Quinolin-2-yl]Ethyl propionate C(CC)(=O)OCCN1N=C2C(C(=NC=3C=C(C=CC23)C2=CC=NN2)N)=C1